BrC1=C(C(=C2CCCC2=C1)I)[N+]#N 6-bromo-4-iodo-2,3-dihydro-1H-indene-5-diazonium